(2-(4-(4-fluoro-1-methyl-1H-pyrazol-5-yl)-1H-indazol-1-yl)acetyl)glycylglycine FC=1C=NN(C1C1=C2C=NN(C2=CC=C1)CC(=O)NCC(=O)NCC(=O)O)C